2-(4,4-dimethylcyclohexen-1-yl)-6-[2-fluoro-8-oxabicyclo[3.2.1]oct-6-en-3-yl]pyridin-3-amine CC1(CC=C(CC1)C1=NC(=CC=C1N)C1C(C2C=CC(C1)O2)F)C